[Cl-].COC1=C(C=CC=C1)OC dimethoxybenzene chloride